2-ethyl-2H-1,2,3-triazole-4-sulfonyl chloride C(C)N1N=CC(=N1)S(=O)(=O)Cl